4-([[7-(ethoxycarbonyl)-5H-pyrrolo[3,2-d]pyrimidin-4-yl]amino]methyl)-phenylboronic acid C(C)OC(=O)C1=CNC2=C1N=CN=C2NCC2=CC=C(C=C2)B(O)O